BrC1=CC=CC=2N(C(N(C21)C)=O)COCC[Si](C)(C)C 4-bromo-3-methyl-1-(2-trimethylsilylethoxymethyl)benzimidazol-2-one